C(C)C(CC(C(C(=O)O)S(=O)(=O)O)(C(=O)O)CC(CCCC)CC)CCCC di(2-ethylhexyl)sulfosuccinic acid